N1N=CC(=C1)CCNC1=NC(=NC(=C1C)C)C(=O)NC(C=1N(C=CN1)C)C1=CC(=C(C=C1)F)F 4-((2-(1H-pyrazol-4-yl)ethyl)amino)-N-((3,4-difluorophenyl)(1-methyl-1H-imidazol-2-yl)methyl)-5,6-dimethylpyrimidine-2-carboxamide